ClC=1C=C(C=2N(N1)C=CN2)[C@@H]2[C@H](C2)C2=CC=C1C=NN(C1=C2)C2=NC=C(C=C2)C(F)(F)F 6-chloro-8-((1S,2S)-2-(1-(5-(trifluoromethyl)pyridin-2-yl)-1H-indazol-6-yl)cyclopropyl)imidazo[1,2-b]pyridazine